O=C(/C=C/C1=CC=C(C#N)C=C1)C1=CC=CC=C1 (E)-4-(3-oxo-3-phenylprop-1-en-1-yl)benzonitrile